The molecule is an acyl-CoA oxoanion that is the pentaanion of decanedioyl-CoA, arising from deprotonation of the phosphate, diphosphate and carboxylic acid OH groups. It is a conjugate base of a decanedioyl-CoA. CC(C)(COP(=O)([O-])OP(=O)([O-])OC[C@@H]1[C@H]([C@H]([C@@H](O1)N2C=NC3=C(N=CN=C32)N)O)OP(=O)([O-])[O-])[C@H](C(=O)NCCC(=O)NCCSC(=O)CCCCCCCCC(=O)[O-])O